1-carboxyethyl-3-vinyl-imidazole bromine salt [Br+].C(=O)([O-])C(C)C1=NC=CN1C=C